(1R,3R,4R)-N-((R)-1-cyano-2-((R)-2-oxopyrrolidin-3-yl)ethyl)-5,5-difluoro-2-((R)-2-hydroxy-2-phenylpropanoyl)-2-azabicyclo[2.2.2]octane-3-carboxamide C(#N)[C@@H](C[C@@H]1C(NCC1)=O)NC(=O)[C@@H]1N([C@H]2CC([C@@H]1CC2)(F)F)C([C@@](C)(C2=CC=CC=C2)O)=O